ClC1=C(OCC=2C=C(N)C=CC2)C=CC(=C1)C(F)(F)F 3-((2-chloro-4-(trifluoromethyl)phenoxy)methyl)aniline